NC=1N=C(SC1C(=O)C1=CC(=NO1)CO)NC1=CC=C(C=C1)F [4-amino-2-(4-fluoroanilino)thiazol-5-yl]-[3-(hydroxymethyl)isoxazol-5-yl]methanone